1,1,1-trifluoro-2-(trifluoromethyl)butan-2-ol FC(C(CC)(O)C(F)(F)F)(F)F